FC1=C(C=CC(=C1)C(F)(F)F)C1CC2(CN(C2)C(=O)N2CC3(C2)NC(COC3)=O)C1 2-[6-[2-fluoro-4-(trifluoromethyl)phenyl]-2-azaspiro[3.3]heptane-2-carbonyl]-8-oxa-2,5-diazaspiro[3.5]nonan-6-one